tert-butyl 7-(5-(4-fluoro-2-(3-hydroxy-3-methylbutyl)phenoxy)pyrimidin-4-yl)-2,7-diazaspiro[4.4]nonane-2-carboxylate FC1=CC(=C(OC=2C(=NC=NC2)N2CC3(CCN(C3)C(=O)OC(C)(C)C)CC2)C=C1)CCC(C)(C)O